(5,7-DICHLORO-1,2-DIHYDRO-2-OXO-3-QUINOLINYL)-BORONIC ACID ClC1=C2C=C(C(NC2=CC(=C1)Cl)=O)B(O)O